FC=1C=C(C=CC1F)N1C(CCC[C@H]1C1=NC2=C(N1C=1SC(=C(N1)C(F)(F)F)CO)C=CC(=C2)C=2C(=NOC2C)C)=O (S)-1-(3,4-difluorophenyl)-6-(5-(3,5-dimethylisoxazol-4-yl)-1-(5-(hydroxymethyl)-4-(trifluoromethyl)thiazol-2-yl)-1H-benzo[d]imidazol-2-yl)piperidin-2-one